OC1=CC(=C(C=C1)CC(CC)=O)OCC 1-(4-hydroxy-ethoxyphenyl)butanone